(S)-2-(adamantane-1-yl)-2-aminoacetic acid hydrochloride Cl.C12(CC3CC(CC(C1)C3)C2)[C@@H](C(=O)O)N